NC1=C2C(=NC=N1)N(N=C2C2=CC=C(C=C2)OC2=CC=CC=C2)C2CN(C2)C(=O)C2=C(C(=C(C(=C2F)F)F)F)S(=O)(=O)N(C)C 2-(3-(4-amino-3-(4-phenoxyphenyl)-1H-pyrazolo[3,4-d]pyrimidin-1-yl)azetidine-1-carbonyl)-3,4,5,6-tetrafluoro-N,N-dimethylbenzenesulfonamide